CNC1COC(C2=CC(=CC=C12)C1=CC=NN1C)(C)C N,1,1-trimethyl-7-(1-methyl-1H-pyrazol-5-yl)isochroman-4-amine